7-(4-methyl-2-(methylamino)-1H-benzo[d]imidazol-6-yl)-1-((tetrahydro-2H-pyran-4-yl)methyl)-3,4-dihydropyrazino[2,3-b]pyrazin-2(1H)-one CC1=CC(=CC=2NC(=NC21)NC)C2=CN=C1C(=N2)N(C(CN1)=O)CC1CCOCC1